ClC(C)C=1C(OC2(C1C1=CC=CC=C1)CCCCC2)=O 3-(1-chloroethyl)-4-phenyl-1-oxaspiro[4.5]Deca-3-en-2-one